NC1=NC=NC=C1OCC1CN(CC1)C(=O)OC(C)(C)C tert-butyl 3-(((4-aminopyrimidin-5-yl)oxy)methyl)pyrrolidine-1-carboxylate